BrCCCCCCCC(F)(F)F 8-Bromo-1,1,1-trifluoro-octane